FC(C=1C=C(C=C(C1)C(F)(F)F)N(C(=O)N([C@@H]1CN(C[C@H]1C1=CC=C(C=C1)F)C(=O)N[C@@H]1CC[C@H](CC1)NC(OC)=O)C)C)(F)F methyl [trans-4-({[(3S,4R)-3-[{[3,5-bis(trifluoromethyl)phenyl](methyl)carbamoyl}(methyl)amino]-4-(4-fluorophenyl)pyrrolidin-1-yl]carbonyl}amino)cyclohexyl]carbamate